8-((4-(((S)-2-hydroxy-1-phenylethyl)amino)-5-(3-(quinuclidin-4-yl)-1,2,4-oxadiazol-5-yl)pyrimidin-2-yl)amino)-9b-methyl-3-methylene-3,9b-dihydro-5H-pyrrolo[2,1-a]isoindol-5-one OC[C@H](C1=CC=CC=C1)NC1=NC(=NC=C1C1=NC(=NO1)C12CCN(CC1)CC2)NC2=CC=C1C(N3C(C1=C2)(C=CC3=C)C)=O